ONCC#CCC1=CC=C(C=C1)C1=N[C@H](C=2N(C3=C1C(=C(S3)C)C)C(=NN2)C)CC(=O)OC(C)(C)C tert-butyl (S)-2-(4-(4-(4-(hydroxyamino)but-2-yn-1-yl)phenyl)-2,3,9-trimethyl-6H-thieno[3,2-f][1,2,4]triazolo[4,3-a][1,4]diazepin-6-yl)acetate